(S)-3-(2',4'-difluorobiphenyl-4-yl)-3-(3-(4-hydroxy-1,5-dimethyl-2-oxo-1,2-dihydropyridin-3-yl)ureido)propionic acid FC1=C(C=CC(=C1)F)C1=CC=C(C=C1)[C@H](CC(=O)O)NC(=O)NC=1C(N(C=C(C1O)C)C)=O